BrC1=CC=C2C(=CNC2=C1)S(=O)(=O)NC1=C(C=C(C=C1)C#N)F 6-bromo-N-(4-cyano-2-fluorophenyl)-1H-indole-3-sulfonamide